C1(=CC=C2C=CC3=CC=CC4=CC=C1C2=C34)OC3=CC=C4C=CC2=CC=CC1=CC=C3C4=C21 pyrenyl ether